COC1=CC=C(C=C1)C1=NN(C(C=C1)=O)CC(=O)NC1=C2C=CN(C2=CC=C1)C 2-(3-(4-methoxyphenyl)-6-oxopyridazin-1(6H)-yl)-N-(1-methyl-1H-indol-4-yl)acetamide